FC1=C(C(=CC(=C1)OC)F)N1N=C(C=C1)C=1C=CC(=C(C1)CNC(OC)=O)C methyl N-[[5-[1-(2,6-difluoro-4-methoxy-phenyl)pyrazol-3-yl]-2-methyl-phenyl]methyl]-carbamate